C(C1=CC=CC=C1)N1C([C@H]([C@@H](C1)C1=C(C=C(C=C1F)OC)F)NC(=O)NC1=CC=C(C=C1)F)=O |o1:9,10| (-)-1-[(3S*,4R*)-1-benzyl-4-(2,6-difluoro-4-methoxyphenyl)-2-oxopyrrolidin-3-yl]-3-(4-fluorophenyl)urea